(S*)-6-(cyclopropanecarboxamido)-4-((4-methoxy-1-methyl-5-(2,2,2-trifluoro-1-(methoxy-d3)ethyl)-1H-indazol-3-yl)amino)-N-(methyl-d3)nicotinamide C1(CC1)C(=O)NC1=NC=C(C(=O)NC([2H])([2H])[2H])C(=C1)NC1=NN(C2=CC=C(C(=C12)OC)[C@@H](C(F)(F)F)OC([2H])([2H])[2H])C |o1:31|